FC1(COC2=C1C=C(C=C2)N2N=C(C=C2C)N2CCN(CC2)C(=O)OC(C)(C)C)F tert-butyl 4-[1-(3,3-difluoro-2H-benzofuran-5-yl)-5-methyl-pyrazol-3-yl]piperazine-1-carboxylate